CC1=CC=C(C=C1)S(=O)(=O)C1=CNC2=CC=CC=C12 3-(p-toluenesulfonyl)indole